Methacryloylphenylalanin C(C(=C)C)(=O)N[C@@H](CC1=CC=CC=C1)C(=O)O